diazanorcaradiene C1C=NN=C2C1C2